2-((5-(2-(6-((3-(dimethylamino)-3-oxopropyl)(methyl)amino)-2-methylhex-3-yl)-2,6-diazaspiro[3.4]oct-6-yl)-1,2,4-triazin-6-yl)oxy)-5-fluoro-N,N-diisopropylbenzamide CN(C(CCN(CCCC(C(C)C)N1CC2(C1)CN(CC2)C=2N=CN=NC2OC2=C(C(=O)N(C(C)C)C(C)C)C=C(C=C2)F)C)=O)C